nonyl 3-((4-imino-4-(octadecylamino)butyl)thio)propanoate N=C(CCCSCCC(=O)OCCCCCCCCC)NCCCCCCCCCCCCCCCCCC